O(C1=CC=CC=C1)CC(=O)NN(C(C1=CC=CC=C1)C1=CC=CC=C1)C phenoxyacetamido-methylbenzhydryl-amine